3-(((3R,4S)-4-((4-chlorophenyl)sulfonyl)-3-hydroxy-3-(hydroxymethyl)pyrrolidin-1-yl)sulfonyl)picolinonitrile ClC1=CC=C(C=C1)S(=O)(=O)[C@@H]1[C@@](CN(C1)S(=O)(=O)C=1C(=NC=CC1)C#N)(CO)O